ClC=1C=CC(=C(C1)C=1C=C(C=2OCCNC2N1)C=1C=CC(=NC1)NC(CCN(C)C)=O)F N-{5-[6-(5-chloro-2-fluorophenyl)-2H,3H,4H-pyrido[3,2-b][1,4]oxazin-8-yl]pyridin-2-yl}-3-(dimethylamino)propanamide